C(C)(C)(C)OC(=O)N1C=CC2=C(C(=CC(=C12)C)OC(F)F)C(C)N1N=C2N=C(C=CC2=C1)C#N.C(C)(C)(C)[Si](OCCC)(OCCC)C(C)(C)C di-tert-butyl-dipropyloxysilane tert-butyl-4-(1-(6-cyano-2H-pyrazolo[3,4-b]pyridin-2-yl)ethyl)-5-(difluoromethoxy)-7-methyl-1H-indole-1-carboxylate